8-((dicyclohexylphosphanyl)oxy)quinoline C1(CCCCC1)P(OC=1C=CC=C2C=CC=NC12)C1CCCCC1